tert-butyl (S)-(1-(3-methyl-5-(4-((2-oxopiperidin-1-yl)methyl)phenyl)thiophene-2-carbonyl)pyrrolidin-3-yl)carbamate CC1=C(SC(=C1)C1=CC=C(C=C1)CN1C(CCCC1)=O)C(=O)N1C[C@H](CC1)NC(OC(C)(C)C)=O